1-glycidoxymethyl-methyl-dimethoxysilane C(C1CO1)OCC[SiH](OC)OC